O\N=C(\N)/C1(CN(CC1)C(=O)OC(C)(C)C)C tert-butyl 3-[(E)-N'-hydroxycarbamimidoyl]-3-methylpyrrolidine-1-carboxylate